C[C@H](C(=O)[O-])O[C@H]1[C@@H]([C@H](OC([C@@H]1NC(=O)C)OP(=O)([O-])OP(=O)([O-])OC[C@@H]2[C@H]([C@H]([C@@H](O2)N3C=CC(=O)NC3=O)O)O)CO)O The molecule is a nucleotide-sugar oxoanion arising from deprotonation of the carboxy and diphosphate OH groups of UDP-N-acetylmuramic acid; major species at pH 7.3. It is a conjugate base of an UDP-N-acetylmuramic acid.